COC(C1=CC=C(C=C1)[C@H](C)O)=O (S)-4-(1-hydroxyethyl)benzoic acid methyl ester